4-(3-cyano-6-(2-hydroxy-2-methylpropoxy)pyrazolo[1,5-a]pyridin-4-yl)-N-(1-(6-(4-fluoro-1H-pyrazol-1-yl)pyridin-3-yl)ethyl)-1H-pyrazole-1-carboxamide hydrochloride Cl.C(#N)C=1C=NN2C1C(=CC(=C2)OCC(C)(C)O)C=2C=NN(C2)C(=O)NC(C)C=2C=NC(=CC2)N2N=CC(=C2)F